4-[(3S)-3-amino-3-methylpyrrolidin-1-yl]-5-(3,5-difluorophenyl)-N-[(2S)-1,1,1-trifluoropropan-2-yl]pyridine-3-carboxamide N[C@@]1(CN(CC1)C1=C(C=NC=C1C1=CC(=CC(=C1)F)F)C(=O)N[C@H](C(F)(F)F)C)C